C(CCCCCCCCC)NC(=O)NCCCCCCCCCCCC N-decyl-N'-dodecyl-urea